N-(3-(2-((4-hydroxypyridin-3-yl)amino)-8,9-dihydroimidazo[1',2':1,6]pyrido[2,3-d]pyrimidin-6-yl)-4-methylphenyl)-4-(trifluoromethyl)picolinamide OC1=C(C=NC=C1)NC=1N=CC2=C(N1)N1C(C(=C2)C=2C=C(C=CC2C)NC(C2=NC=CC(=C2)C(F)(F)F)=O)=NCC1